3-(4-(6-(methylcarbamoyl)pyridin-3-yl)piperazin-1-yl)cyclopentane-1-carboxylic acid CNC(=O)C1=CC=C(C=N1)N1CCN(CC1)C1CC(CC1)C(=O)O